C1=CC=CC=2C3=CC=CC=C3C(C12)COC(=O)N[C@H](C(=O)O)CC1=C2C=NC=NC2=CC=C1 (S)-2-((((9H-fluoren-9-yl)methoxy)carbonyl)amino)-3-(quinazolin-5-yl)propanoic acid